4,4'-(pyridine-3,5-diylbis(1H-1,2,3-triazole-4,1-diyl))bis(2-hydroxybenzoic Acid) N1=CC(=CC(=C1)C=1N=NN(C1)C1=CC(=C(C(=O)O)C=C1)O)C=1N=NN(C1)C1=CC(=C(C(=O)O)C=C1)O